(7R,14R)-11-((1-cyclopropylazetidin-3-yl)ethynyl)-1-(difluoromethoxy)-6-(methyl-d3)-6,7-dihydro-7,14-methanobenzo[f]benzo[4,5]imidazo[1,2-a][1,4]diazocin-5(14H)-one C1(CC1)N1CC(C1)C#CC1=CC2=C(N=C3N2[C@H]2C4=C(C(N([C@@H]3C2)C([2H])([2H])[2H])=O)C=CC=C4OC(F)F)C=C1